potassium (3-isoxazolyloxy)acetate O1N=C(C=C1)OCC(=O)[O-].[K+]